methyl 3-bromo-2-(2',4'-dimethyl-[1,1'-biphenyl]-2-yl)imidazo[1,2-a]pyridine-7-carboxylate BrC1=C(N=C2N1C=CC(=C2)C(=O)OC)C2=C(C=CC=C2)C2=C(C=C(C=C2)C)C